3-(2,6-diisopropylphenyl)1,1-dimethylurea C(C)(C)C1=C(C(=CC=C1)C(C)C)NC(N(C)C)=O